di(aziridin-1-yl)phosphinic acid (S)-4-((2-methyl-1-oxoisoindolin-5-yl) oxy)-5-nitro-2,3-dihydro-1H-inden-1-yl ester CN1C(C2=CC=C(C=C2C1)OC1=C2CC[C@@H](C2=CC=C1[N+](=O)[O-])OP(=O)(N1CC1)N1CC1)=O